Cl.Cl.N1CC(CC1)CNC1CC1 N-(pyrrolidin-3-ylmethyl)cyclopropylamine 2HCl